octyl N,N-dipentylcarbamate C(CCCC)N(C(OCCCCCCCC)=O)CCCCC